(1S)-1-(furan-2-yl)ethan-1-amine O1C(=CC=C1)[C@H](C)N